BrC1=CC=C(C=C1)C(CCC(=O)OC(C)C)=O isopropyl 4-(4-bromophenyl)-4-oxo-butyrate